NC=1C=C(C(=C(C(=O)O)C1)F)Br 5-Amino-3-bromo-2-fluorobenzoic acid